NC1=C(C=C(C=N1)C=1C=C2C(=NC=NC2=CC1)NC(C)C1=CC=CC=C1)C(F)(F)F 6-(6-amino-5-(trifluoromethyl)-pyridin-3-yl)-N-(1-phenylethyl)-quinazolin-4-amine